bis(2-methyl-4-t-butyl-indenyl)zirconium dichloride [Cl-].[Cl-].CC=1C(C2=CC=CC(=C2C1)C(C)(C)C)[Zr+2]C1C(=CC2=C(C=CC=C12)C(C)(C)C)C